FC1=CC=C(C=C1)N1N=CC=2C1=NC=NC2NC=2N=CN(C2)C2=CC(=C(C(=C2)OC)OC)OC 1-(4-fluorophenyl)-N-(1-(3,4,5-trimethoxyphenyl)-1H-imidazol-4-yl)-1H-pyrazolo[3,4-d]pyrimidin-4-amine